({6-[(1,3-benzothiazol-2-yl)amino]-5-methylpyridazin-3-yl}[3-(diethylamino)propyl]amino)-1,3-thiazole-4-carboxylic acid ethyl ester C(C)OC(=O)C=1N=C(SC1)N(CCCN(CC)CC)C=1N=NC(=C(C1)C)NC=1SC2=C(N1)C=CC=C2